2-Hexyldecyl 8-(N-(3-(dimethylamino)propyl)-8-((3-heptyldecyl)oxy)-8-oxooctanamido)-octadecenoate CN(CCCN(C(CCCCCCC(=O)OCCC(CCCCCCC)CCCCCCC)=O)C(CCCCC=CC(=O)OCC(CCCCCCCC)CCCCCC)CCCCCCCCCC)C